1-(13Z,16Z-docosadienoyl)-2-(11Z-docosenoyl)-glycero-3-phosphocholine CCCCCCCCCC/C=C\CCCCCCCCCC(=O)O[C@H](COC(=O)CCCCCCCCCCC/C=C\C/C=C\CCCCC)COP(=O)([O-])OCC[N+](C)(C)C